8-(3,4-diaminophenyl)-3,8-diazabicyclo[3.2.1]octane-3-carboxylic acid tert-butyl ester C(C)(C)(C)OC(=O)N1CC2CCC(C1)N2C2=CC(=C(C=C2)N)N